C(CCCCCCCCCCCCCCCCC)(=O)NCCCN(C)C Stearamidopropyldi-methylamin